5-[(1S,2S)-2-{[3-chloro-4-(oxetan-3-yloxy)phenyl]carbonyl}cyclopropyl]-2H-1,2,3,4-tetrazole ClC=1C=C(C=CC1OC1COC1)C(=O)[C@@H]1[C@H](C1)C=1N=NNN1